N-[6-(methylcarbamoyl)pyridin-3-yl]-7-thia-2,5-diazatricyclo[6.4.0.02,6]dodeca-1(8),3,5,9,11-pentaene-4-carboxamide CNC(=O)C1=CC=C(C=N1)NC(=O)C1=CN2C=3C=CC=CC3SC2=N1